6-bromo-1-(3,4,5-trimethoxyphenyl)-1H-benzo[d]imidazole BrC=1C=CC2=C(N(C=N2)C2=CC(=C(C(=C2)OC)OC)OC)C1